O=C1NC(CCC1N1C(C2=CC=C(C=C2C1=O)N1CCN(CC1)CC#CCCOCC=O)=O)=O 2-[5-[4-[2-(2,6-dioxo-3-piperidyl)-1,3-dioxo-isoindolin-5-yl]piperazin-1-yl]pent-3-ynoxy]acetaldehyde